COC1=CC=C(CN(C2=CC(=CC(=N2)C(C)=O)C(COC)(F)F)CC2=CC=C(C=C2)OC)C=C1 1-(6-(Bis(4-methoxybenzyl)amino)-4-(1,1-difluoro-2-methoxyethyl)pyridin-2-yl)ethan-1-one